FC(C1=CC=C(OC2CN(C2)C(=O)N2C[C@@H]3[C@@H](OCC(N3)=O)CC2)C=C1)(F)F (4aR,8aS)-6-[3-[4-(trifluoromethyl)phenoxy]azetidine-1-carbonyl]-4,4a,5,7,8,8a-hexahydropyrido[4,3-b][1,4]oxazin-3-one